OC(C(=O)O)C1=CC(=CC=C1)C=1C=NC2=CC=CC=C2C1 2-hydroxy-2-(3-(quinolin-3-yl)phenyl)acetic acid